2-(chloromethyl)-4-methyl-6-(3-methylbenzyl)-4H-thieno[2',3':4,5]pyrrolo[2,3-d]pyridazin-5(6H)-one ClCC1=CC2=C(C3=C(C(N(N=C3)CC3=CC(=CC=C3)C)=O)N2C)S1